Thiopyran-1,1-dione S1(CC=CC=C1)(=O)=O